(1R,3S,5R)-2-(2-(3-acetyl-7-methyl-5-(2-methylpyrimidin-5-yl)-1H-indazol-1-yl)acetyl)-N-(1-(furan-3-yl)propan-2-yl)-5-methyl-2-azabicyclo[3.1.0]hexane-3-carboxamide C(C)(=O)C1=NN(C2=C(C=C(C=C12)C=1C=NC(=NC1)C)C)CC(=O)N1[C@@H]2C[C@@]2(C[C@H]1C(=O)NC(CC1=COC=C1)C)C